1-{2-chloro-5-[(2R)-2-methylmorpholin-4-yl]-3-(trifluoromethyl)phenyl}-3-[(1-ethyl-1H-pyrazol-4-yl)methyl]-1,3-dihydro-2H-imidazol-2-one ClC1=C(C=C(C=C1C(F)(F)F)N1C[C@H](OCC1)C)N1C(N(C=C1)CC=1C=NN(C1)CC)=O